CC1(COCC1)C1=NC(=CC=N1)C#N (3-methyltetrahydrofuran-3-yl)pyrimidine-6-carbonitrile